FC1=C(C=CC(=C1)C(F)(F)F)NC1=NC=NC2=CC(=CC=C12)C=1C=NC(=CC1)N1CCN(CC1)C N-(2-fluoro-4-(trifluoromethyl)phenyl)-7-(6-(4-methylpiperazin-1-yl)pyridin-3-yl)quinazolin-4-amine